C1(=CC=CC2=CC=CC=C12)P(OCC)(OCC)=O diethyl naphthalen-1-ylphosphonate